C([C@H]1CO1)OC(CCC)=O R-(-)-glycidylbutyrate